O1P(OC=C2OC=C(OP(OCC3=C1C=CO3)([S-])=O)C2)=S 12H-5,8-methanofuro[3,2-l][1,3,6,9,11,2,10]pentaoxadiphosphacyclotetradecine-10-thiolate 10-oxide 2-sulfide